N1N=CC=C1C1=CC=C(C=C1)C1=CC=C(C=C1)C=1N=NNC1C(=O)O 4-(4'-(1H-pyrazol-5-yl)-[1,1'-biphenyl]-4-yl)-1H-1,2,3-triazole-5-carboxylic acid